2,2-bis(4-cyanato-3-methylphenyl)Propane O(C#N)C1=C(C=C(C=C1)C(C)(C)C1=CC(=C(C=C1)OC#N)C)C